C(C)OC1=C(C=CC(=C1F)F)[C@@H]1C(O[C@@]([C@H]1C)(C(F)(F)F)C)C(=O)NC1=C[C@@H]([N+](C=C1)=O)C(=O)N (2R,3R,4S,5S)-4-[[3-(2-ethoxy-3,4-difluoro-phenyl)-4,5-dimethyl-5-(trifluoromethyl)tetrahydrofuran-2-carbonyl]amino]-1-oxo-pyridin-1-ium-2-carboxamide